[Si](C)(C)(C(C)(C)C)OCC1C2CN(CC12)C(=O)OC(C)(C)C tert-butyl exo-6-(((tert-butyldimethylsilyl)oxy)methyl)-3-azabicyclo[3.1.0]hexane-3-carboxylate